N,N-diethyl-3,5-dimethylpiperidinium C(C)[N+]1(CC(CC(C1)C)C)CC